O1N=C(CC1)C1=CC=C(C(N)=S)C=C1 4-(4,5-dihydroisoxazole-3-yl)-benzothioamide